O1CCCC12CCN(CC2)CC2=CC=C(CC=1C=3C4=C(C(NC4=CC1)=O)C=CC3)C=C2 6-(4-((1-oxa-8-azaspiro[4.5]decan-8-yl)methyl)benzyl)benzo[cd]indol-2(1H)-one